N-(3-((6-((3S,4S)-4-amino-3-methyl-2-oxa-8-azaspiro[4.5]decan-8-yl)pteridin-2-yl)mercapto)-2-chlorophenyl)pyrazine-2-carboxamide N[C@@H]1[C@@H](OCC12CCN(CC2)C=2N=C1C=NC(=NC1=NC2)SC=2C(=C(C=CC2)NC(=O)C2=NC=CN=C2)Cl)C